O[C@@H]1C(N[C@@H](C1)C(F)(F)F)=O (3S,5S)-3-hydroxy-5-(trifluoromethyl)pyrrolidin-2-one